3-(1-methyl-6-(4-((1r,3r)-3-(piperidin-4-yloxy)cyclobutyl)piperazin-1-yl)-1H-indazol-3-yl)piperidine-2,6-dione CN1N=C(C2=CC=C(C=C12)N1CCN(CC1)C1CC(C1)OC1CCNCC1)C1C(NC(CC1)=O)=O